(3-chloro-5-methanesulfonamidophenyl)-1-methyl-1H-pyrrole-3-carboxamide ClC=1C=C(C=C(C1)NS(=O)(=O)C)C=1N(C=CC1C(=O)N)C